5-amino-pyrazolo[1,5-a]Pyrimidine-3-carboxylic acid [5-(5-chloro-2-difluoromethoxy-phenyl)-1-(2-trimethylsilyl-ethoxymethyl)-1H-pyrazol-4-yl]Amide ClC=1C=CC(=C(C1)C1=C(C=NN1COCC[Si](C)(C)C)NC(=O)C=1C=NN2C1N=C(C=C2)N)OC(F)F